P(O)(O)(O)=O.FC1=C(C(=O)N[C@H](C(F)(F)F)C)C=C(C=C1)F 2,5-difluoro-N-[(1S)-2,2,2-trifluoro-1-methyl-ethyl]benzamide phosphoric acid salt